(S)-4-(3-((dimethylamino)methyl)pyrrolidin-1-yl)-2,6-difluoro-N-(4-methoxybenzyl)-3-methyl-N-(thiazol-2-yl)benzenesulfonamide CN(C)C[C@H]1CN(CC1)C1=C(C(=C(C(=C1)F)S(=O)(=O)N(C=1SC=CN1)CC1=CC=C(C=C1)OC)F)C